2-(3,5-dichloro-4-(4-hydroxy-3-(1H-1,2,4-triazol-1-yl)benzyl)phenoxy)-N-methylacetamide ClC=1C=C(OCC(=O)NC)C=C(C1CC1=CC(=C(C=C1)O)N1N=CN=C1)Cl